C(C)(C)(C)OC(=O)N1C=C(C2=CC(=CC=C12)OCC1=CC=C(C=C1)C(F)(F)F)NC(=O)OC(C)(C)C 3-((Tert-Butoxycarbonyl)amino)-5-((4-(trifluoromethyl)benzyl)oxy)-1H-indole-1-carboxylic acid tert-butyl ester